Cl.C1(=CC=CC=C1)[C@H](CC=C)N (S)-1-phenylbut-3-en-1-amine hydrochloride